C(C(=C)C)(=O)N.N[C@H](CC(=O)O)C(=O)O D-aspartic acid-methacrylamide